[Si](C)(C)(C(C)(C)C)OCC=1OC=C(N1)CCl 2-(((tert-butyldimethylsilyl)oxy)methyl)-4-(chloromethyl)oxazole